C1(=CC=CC=C1)C(C1=CC=CC=C1)=NC1=NC=CC(=C1)[C@@H](C1=CC=C(C#N)C=C1)OC1=CC=C2C(CCOC2=C1)=O (R,S)-4-((2-((Diphenylmethylene)amino)pyridin-4-yl)((4-oxochroman-7-yl)oxy)methyl)benzonitrile